[Li+].NC1=NC=NN2C1=CC(=C2C=2C=NC(=C(C(=O)[O-])C2)OC)F 5-(4-amino-6-fluoropyrrolo[2,1-f][1,2,4]triazin-7-yl)-2-methoxynicotinic acid, lithium salt